C(C)(C)(C)OC(=O)N1CCN(CC1)CC=1OC2=C(N1)C=CC(=C2)C=2C(=NC(=CC2)OCC2=CC=CC=C2)OCC2=CC=CC=C2.CC2=NN(C(=C2)C)CCNC(=O)C2=NOC(=C2)C=2OC=CC2 N-(2-(3,5-dimethyl-1H-pyrazol-1-yl)ethyl)-5-(furan-2-yl)isoxazole-3-carboxamide tert-butyl-4-((6-(2,6-bis(benzyloxy)pyridin-3-yl)benzo[d]oxazol-2-yl)methyl)piperazine-1-carboxylate